CN(C1=C(C=NC=2NC3=C(C=C(C(=C3C21)F)F)NC)C=2C=C1C(C(=CN(C1=NC2)CC2CCN(CC2)C)C(=O)O)=O)C 6-[4-(dimethylamino)-5,6-difluoro-8-(methylamino)-9H-pyrido[2,3-b]indol-3-yl]-1-[(1-methyl-4-piperidinyl)methyl]-4-oxo-1,8-naphthyridine-3-carboxylic acid